methyl (1S,3aR,4S,7R,7aS)-2-((S)-2-((tert-butoxycarbonyl)amino)-2-(1-vinylcyclobutyl)acetyl)-2,3,3a,4,7,7a-hexahydro-1H-4,7-methanoisoindole-1-carboxylate C(C)(C)(C)OC(=O)N[C@H](C(=O)N1[C@@H]([C@H]2[C@H]3C=C[C@@H]([C@H]2C1)C3)C(=O)OC)C3(CCC3)C=C